BrC=1C=C2C(=NC=3N(C2=CC1OC)C=NC3)N[C@H](C)C3=CC(=CC=C3)C(F)(F)F 7-bromo-8-methoxy-N-[(1R)-1-[3-(trifluoromethyl)phenyl]ethyl]imidazo[1,5-a]quinazolin-5-amine